FC([C@H](CC1=NC(=NO1)C=1C=CC(=C(C1)NC(=O)C1=CN=C2N1C=CC(=C2)OCC)C)O)F (S)-N-(5-(5-(3,3-difluoro-2-hydroxypropyl)-1,2,4-oxadiazol-3-yl)-2-methylphenyl)-7-ethoxyimidazo[1,2-a]pyridine-3-carboxamide